N1(N=CC=C1)C1(CCCCC1)C(=O)O 1-(1-Pyrazolyl)cyclohexanecarboxylic Acid